NC=1C=C(NC2=NC(=NC(=N2)NC2=CC(=CC=C2)N)N)C=CC1 2,4-bis(3-aminoanilino)-6-amino-1,3,5-triazine